Cl.ClC1=C(CCCC1/C=N/C1=CC=CC=C1)NC1=CC=CC=C1 (E)-(2-chloro-3-((phenylimino)methyl)cyclohexenyl)aniline hydrochloride